(2S,3R)-1-benzyloxycarbonyl-2-(3-methoxy-2-methyl-phenyl)pyrrolidine-3-carboxylic acid C(C1=CC=CC=C1)OC(=O)N1[C@@H]([C@@H](CC1)C(=O)O)C1=C(C(=CC=C1)OC)C